8-(4-benzylpiperidine-1-carbonyl)-10-methyl-5,10-dihydro-11H-dibenzo[b,e][1,4]diazepin-11-one C(C1=CC=CC=C1)C1CCN(CC1)C(=O)C=1C=CC2=C(N(C(C3=C(N2)C=CC=C3)=O)C)C1